SILICON-ALUMINUM-IRON [Fe].[Al].[Si]